4-(3-(benzyloxy)-2-(1,3-dioxolan-2-yl)phenyl)butanoic acid C(C1=CC=CC=C1)OC=1C(=C(C=CC1)CCCC(=O)O)C1OCCO1